FC=1C(=C(C=CC1F)O)OC 3,4-difluoro-2-methoxyphenol